N1(C=NC=C1)C=1C=C2CCN(CC2=CC1)CCC1=CC=C(C=C1)N1N=C(N=N1)C1=C(C=C(C(=C1)OC)OC)NC(=O)C=1OC2=CC=CC=C2C(C1)=O N-(2-(2-(4-(2-(6-(1H-Imidazol-1-yl)-3,4-dihydroisoquinolin-2(1H)-yl)ethyl)phenyl)-2H-tetrazol-5-yl)-4,5-dimethoxyphenyl)-4-oxo-4H-chromene-2-carboxamide